FC1([C@H](C1)C(=O)NC1=NC=C2C=C(C=3N(C2=C1)C=C(N3)C)C=3C=NC(=CC3C)[C@@H](CC)O)F (R)-2,2-difluoro-N-(4-(6-((R)-1-hydroxypropyl)-4-methylpyridin-3-yl)-2-methylimidazo[1,2-a][1,6]naphthyridin-8-yl)cyclopropane-1-carboxamide